α-hydroxy-2-methylphenylpropanol OC(CC)(O)C1=C(C=CC=C1)C